((4S)-4-(benzo[d]thiazol-2-yl)-3a,4,6,7,8,8a-hexahydroimidazo[4,5-c]azepin-5(1H)-yl)(4-cyclopropyloxazol-5-yl)methanone S1C(=NC2=C1C=CC=C2)[C@H]2N(CCCC1C2N=CN1)C(=O)C1=C(N=CO1)C1CC1